C(C)(C)(C)OC(=O)NCCCN1N=C(C=C1CO)C1=CC=C(OC[C@H](C(=O)OC(C)(C)C)O[Si](C)(C)C(C)(C)C)C=C1 tert-Butyl (R)-3-(4-(1-(3-((tert-butoxycarbonyl)amino)propyl)-5-(hydroxymethyl)-1H-pyrazol-3-yl)phenoxy)-2-((tert-butyldimethylsilyl)oxy)propanoate